C(C)(C)C1=C(C=C(C=C1)C)N1/C(/SCC1=O)=N/C(=O)N(C1=CC=C(C=C1)C=1C(=C(N(N1)C)NC(C1=CC=C(C=C1)OC(F)(F)F)=O)C)C N-[5-[4-[[(Z)-[3-(2-isopropyl-5-methyl-phenyl)-4-oxo-thiazolidine-2-ylidene]carbamoyl]-methyl-amino]phenyl]-2,4-dimethyl-pyrazol-3-yl]-4-(trifluoromethoxy)benzamide